N1N=CC(=C1)CCNC1=NC(=NC(=C1Cl)C)C(=O)N1C(CCC1)C1=CC(=CC=C1)F (4-((2-(1H-pyrazol-4-yl)ethyl)amino)-5-chloro-6-methylpyrimidin-2-yl)(2-(3-fluorophenyl)pyrrolidin-1-yl)methanone